phthalimidic acid C(C=1C(C(O)=N)=CC=CC1)(O)=N